chloroethyl methacrylate (chloroethyl methacrylate) ClCCC=C(C(=O)O)C.C(C(=C)C)(=O)OCCCl